BrC1=CC=2C(=NC=3N=CC=CC3C2NCCN)C=C1 N1-(7-Bromobenzo[b][1,8]naphthyridin-5-yl)ethane-1,2-diamine